4-(5-methyl-7H-pyrrolo[2,3-d]pyrimidin-4-yl)-6-(1,2,3,4-tetrahydroisoquinolin-6-yl)-3,4-dihydro-2H-1,4-thiazine CC1=CNC=2N=CN=C(C21)N2CCSC(=C2)C=2C=C1CCNCC1=CC2